C(C)OC(C(C(=O)C1=C(C=CC(=C1)Cl)OC)Br)=O 2-bromo-3-(5-chloro-2-Methoxyphenyl)-3-oxopropanoic acid ethyl ester